C(C1=CC=CC=C1)(=O)C1=CC(=C(OC2=CC=C3C(=C(N=C(C3=C2)OC)C(=O)NCC(=O)O)O)C(=C1)C)C (7-(4-benzoyl-2,6-dimethylphenoxy)-4-hydroxy-1-methoxyisoquinoline-3-carbonyl)glycine